C(C)(C)(C)C1(C=CC)CC=C(C=C1)C(C)(C)C para-di(tert-butyl)(methyl)styrene